(1R,3R)-3-(3-chloro-5-methyl-5,6-dihydro-7H-pyrrolo[2,3-c]pyridazin-7-yl)cyclohexanol ClC1=CC2=C(N=N1)N(CC2C)[C@H]2C[C@@H](CCC2)O